2-[(1-methylpyrazol-4-yl)amino]-8-phenyl-5-[2-(triisopropylsilyl)ethynyl]pyrido[2,3-d]pyrimidin-7-one CN1N=CC(=C1)NC=1N=CC2=C(N1)N(C(C=C2C#C[Si](C(C)C)(C(C)C)C(C)C)=O)C2=CC=CC=C2